2,4-difluorobenzoic acid hydrazide FC1=C(C(=O)NN)C=CC(=C1)F